N-((2-oxo-2,3-dihydro-1H-pyrrolo[2,3-b]pyridin-5-yl)methyl)-2-(4-(trifluoromethyl)phenyl)acetamide O=C1CC=2C(=NC=C(C2)CNC(CC2=CC=C(C=C2)C(F)(F)F)=O)N1